N1=CC=CC=2NC=3C=C(C=CC3C21)C(=O)[O-] pyrido[3,2-b]indole-7-carboxylate